(2S)-N-[(1S)-1-cyano-2-{4-[3-(2H3)methyl-2-oxo-1,3-benzoxazol-5-yl]phenyl}ethyl]-1,4-oxazepane-2-carboxamide C(#N)[C@H](CC1=CC=C(C=C1)C=1C=CC2=C(N(C(O2)=O)C([2H])([2H])[2H])C1)NC(=O)[C@H]1OCCCNC1